CSC1=CC(=NC(=C1)C1=CC2=CC=CC=C2C=C1)N 4-(methylthio)-6-(naphthalen-2-yl)pyridin-2-amine